(2-chloro-4-((2-methyl-5-(trifluoromethyl)benzofuran-7-yl)oxy)phenyl)(4-(((3R,6S)-6-(hydroxymethyl)tetrahydro-2H-pyran-3-yl)amino)-7H-pyrrolo[2,3-d]pyrimidin-5-yl)methanone ClC1=C(C=CC(=C1)OC1=CC(=CC=2C=C(OC21)C)C(F)(F)F)C(=O)C2=CNC=1N=CN=C(C12)N[C@H]1CO[C@@H](CC1)CO